2-(4-fluorophenyl)-5-(4-methoxybenzyl)-3-(pyridin-4-yl)-4,5,6,7-tetrahydro-2H-pyrazolo[4,3-c]pyridine FC1=CC=C(C=C1)N1N=C2C(CN(CC2)CC2=CC=C(C=C2)OC)=C1C1=CC=NC=C1